6-Amino-2-fluoro-3-((1r,3r)-3-hydroxy-1',2'-dihydrospiro[cyclobutane-1,3'-pyrrolo[2,3-b]pyridin]-5'-yl)-N,N-dimethylbenzamide NC1=CC=C(C(=C1C(=O)N(C)C)F)C=1C=C2C(=NC1)NCC21CC(C1)O